thioxoantimonite S=[Sb]([O-])([O-])[O-]